OCC1CC(C1)C=1C=NC(=NC1)NC(OC(C)(C)C)=O tert-butyl (5-((1s,3s)-3-(hydroxymethyl)cyclobutyl)pyrimidin-2-yl)carbamate